15-chloro-21-fluoro-16-hydroxy-23-methyl-18,18-dioxo-8,11-dioxa-18λ6-thia-19-azatetracyclo[18.3.1.113,17.02,7]pentacosa-1(23),2(7),3,5,13(25),14,16,20(24),21-nonaen-12-one ClC1=CC=2C(OCCOC=3C=CC=CC3C3=C(C=C(C(NS(C(=C1O)C2)(=O)=O)=C3)F)C)=O